2-[[7-methoxy-1-oxo-4-(3-phenyl-1H-indazol-5-yl)isoindolin-2-yl]methyl]prop-2-enamide COC=1C=CC(=C2CN(C(C12)=O)CC(C(=O)N)=C)C=1C=C2C(=NNC2=CC1)C1=CC=CC=C1